2'-Chloro-5'-methoxy-6-methyl-N-(5-(3-(trifluoro-methoxy)cyclobutane-1-carbonyl)-5,6-dihydro-4H-pyrrolo[3,4-d]thiazol-2-yl)-[4,4'-bipyridine]-3-carboxamide ClC1=NC=C(C(=C1)C1=C(C=NC(=C1)C)C(=O)NC=1SC2=C(N1)CN(C2)C(=O)C2CC(C2)OC(F)(F)F)OC